CN1CC(OCC1)CN1N=CC2=C(C=C(C=C12)C(=O)N[C@H](C)C=1C=NC(=NC1)C(F)(F)F)C=1SC(=CN1)C 1-((4-methylmorpholin-2-yl)methyl)-4-(5-methylthiazol-2-yl)-N-((R)-1-(2-(trifluoromethyl)pyrimidin-5-yl)ethyl)-1H-indazole-6-carboxamide